(1R,3S,5R)-N-(6-bromopyridin-2-yl)-2-azabicyclo[3.1.0]Hexane-3-carboxamide hydrochloride Cl.BrC1=CC=CC(=N1)NC(=O)[C@H]1N[C@@H]2C[C@@H]2C1